C1(CCCCCCCCCCCCCC1)C(C(C)O)O cyclopentadecyl-1,2-propylene glycol